2,2-dimethylpropyl α-pivaloyloxyisobutyrate C(C(C)(C)C)(=O)OC(C(=O)OCC(C)(C)C)(C)C